C1(CC1)CNC=1SCC(=NN1)C1=CC2=C(NC(N2)=O)C=C1 5-(2-((cyclopropylmethyl)amino)-6H-1,3,4-thiadiazin-5-yl)-1H-benzo[d]imidazol-2(3H)-one